C(=C)C=1C=C(C=CC1)[C@@H](CN)N (1S)-1-(3-vinylphenyl)-1,2-ethylenediamine